NC1=NC=C2N(C(N(C2=N1)[C@@H]1O[C@@H]([C@H]([C@H]1O)F)CO)=O)CC=1SC=CC1 2-amino-9-((2R,3S,4S,5R)-4-fluoro-3-hydroxy-5-(hydroxymethyl)tetrahydrofuran-2-yl)-7-(thiophen-2-ylmethyl)-7,9-dihydro-8H-purin-8-one